N-(2-methyl-2-propanyl)-3-{[5-methyl-2-({4-[2-(1-pyrrolidinyl)ethoxy]phenyl}amino)-4-pyrimidinyl]amino}benzenesulfonamide CC(C)(C)NS(=O)(=O)C1=CC(=CC=C1)NC1=NC(=NC=C1C)NC1=CC=C(C=C1)OCCN1CCCC1